4-[5,6-Dihydro-2-(2-pyridinyl)-4H-pyrrolo[1,2-b]pyrazol-3-yl]-7-[2-(4-morpholinyl)ethoxy]quinoline N1=C(C=CC=C1)C=1C(=C2N(N1)CCC2)C2=CC=NC1=CC(=CC=C21)OCCN2CCOCC2